7-(5-{[(1S,2S,3R)-2-fluoro-8-azabicyclo[3.2.1]octan-3-yl](methyl)amino}pyrazin-2-yl)-8-hydroxy-2-methyl-4H-chromen-4-one F[C@H]1[C@@H]2CCC(C[C@H]1N(C=1N=CC(=NC1)C1=CC=C3C(C=C(OC3=C1O)C)=O)C)N2